[Cl-].C(C)(=O)NN acethydrazide chloride